2,6-dibromo-4-phenoxypyridine BrC1=NC(=CC(=C1)OC1=CC=CC=C1)Br